C(CCC)[B-](C1=CC=CC2=CC=CC=C12)(C1=CC=CC2=CC=CC=C12)C1=CC=CC2=CC=CC=C12.NC1=NC=NN2C1=C(C(=N2)Br)C2=CC=C(C(=O)NC1CC(C1)(F)F)C=C2 4-(4-amino-6-bromopyrazolo[5,1-f][1,2,4]triazin-5-yl)-N-(3,3-difluorocyclobutyl)benzamide n-butyltri(1-naphthyl)borate